BrC=1C(=NC(=CC1OC)C)NC=1C=2C=NN(C2C=C(C1C)F)C1OCCCC1 N-(3-bromo-4-methoxy-6-methylpyridin-2-yl)-6-fluoro-5-methyl-1-(tetrahydro-2H-pyran-2-yl)-1H-indazol-4-amine